5'-bromo-2,2-bis(4-fluorophenyl)-1'-methylspiro[cyclopropane-1,3'-indol]-2'-one BrC=1C=C2C3(C(N(C2=CC1)C)=O)C(C3)(C3=CC=C(C=C3)F)C3=CC=C(C=C3)F